ClC=1C(=C(C=CC1)CC1CN(CCO1)C(=O)OC(C)(C)C)C1=CN=C(O1)C tert-butyl 2-[[3-chloro-2-(2-methyloxazol-5-yl)phenyl]methyl]morpholine-4-carboxylate